[Ti+4].[O-2].[Ce+4].[O-2].[O-2].[O-2] ceric oxide titanium